3-chloro-10,10-difluoro-4-methyl-7,7a,8,9,10,11-hexahydro-6H-dipyrido[3,2-b:1',2'-d][1,4]oxazepin ClC1=C(C=2OCCC3N(C2N=C1)CC(CC3)(F)F)C